OC(C(=O)N1CC2=C(N=C(NC2=O)C2(CC2)C2=CC=CC=C2)CC1)C=1C=C(C=CC1)C1=CC(=CC=C1)OCCOC 6-(2-hydroxy-2-(3'-(2-methoxyethoxy)-[1,1'-biphenyl]-3-yl)acetyl)-2-(1-phenylcyclopropyl)-5,6,7,8-tetrahydropyrido[4,3-d]pyrimidin-4(3H)-one